ClC=1C=C(C=CC1)C#C\C=C/1\C(CN(CC1)C(=O)N1CCC(CC1)O)(C)C {(4E)-4-[3-(3-chlorophenyl)prop-2-yn-1-ylidene]-3,3-dimethylpiperidin-1-yl}(4-hydroxypiperidin-1-yl)methanone